CC1(CN(C1)C1=CC=C(N=N1)C1=NN(C2=CC=CC=C12)C1OCCCC1)OCCN1CCCC1 3-[6-[3-methyl-3-(2-pyrrolidin-1-ylethoxy)azetidin-1-yl]pyridazin-3-yl]-1-tetrahydropyran-2-yl-indazole